N1C=NC2=C1C=CC=C2C(=O)O 1H-1,3-benzodiazole-4-carboxylic acid